C(C)(C)(C)[Si](C)(C)OCCN=C=S tert-butyl-(2-isothiocyanatoethoxy)dimethylsilane